2-(but-3-en-1-yloxy)-1,3,5-trichlorobenzene C(CC=C)OC1=C(C=C(C=C1Cl)Cl)Cl